6-Methyl-1-benzyl-2-phenyl-1H-benzo[d]imidazole CC=1C=CC2=C(N(C(=N2)C2=CC=CC=C2)CC2=CC=CC=C2)C1